(E)-3-(4-(sec-butoxy)-2-methylphenyl)acrylic acid C(C)(CC)OC1=CC(=C(C=C1)/C=C/C(=O)O)C